(2s,4R)-4-FLUOROPYRROLIDINE-2-CARBOXYLIC ACID F[C@@H]1C[C@H](NC1)C(=O)O